BrC(C)C1=CC=C2N=C(C(NC2=C1F)=O)C 7-(1-bromoethyl)-8-fluoro-3-methylquinoxalin-2(1H)-one